N-(2,6-Dimethyl-4-(7-(3,3,3-trifluoropropoxy)-1,3,4,5-tetrahydro-2H-benzo[c]azepine-2-yl)phenyl)-3,3-dimethylbutyramide CC1=C(C(=CC(=C1)N1CC2=C(CCC1)C=C(C=C2)OCCC(F)(F)F)C)NC(CC(C)(C)C)=O